(R)-N-(1'-(dimethylglycyl)-[1,4'-bipiperidin]-3-yl)-4-fluoro-7-methyl-1H-indole CN(CC(=O)N1CCC(CC1)N1C[C@@H](CCC1)N1C=CC2=C(C=CC(=C12)C)F)C